Cl.COC(=O)C=1C=C(C2=C(N(C=N2)C/C(=C/CN)/F)C1)C1=CC(=CC=C1)P(=O)(C)C (Z)-1-(4-amino-2-fluoro-but-2-en-1-yl)-4-(3-(dimethylphosphoryl)phenyl)-1H-benzo[d]imidazole-6-carboxylic acid methyl ester hydrochloride